N-[(1S,2S)-2-[(4-fluorophenoxy)methyl]cyclopentyl]-2-methoxy-6-(triazol-2-yl)benzamide FC1=CC=C(OC[C@@H]2[C@H](CCC2)NC(C2=C(C=CC=C2N2N=CC=N2)OC)=O)C=C1